C1(CC1)C1=CC=C(C=N1)C=O 6-CYCLOPROPYL-PYRIDINE-3-CARBALDEHYDE